2-chloro-7-methylbenzofuran ClC=1OC2=C(C1)C=CC=C2C